(2S,4R)-1-((S)-2-(3-(2-(2-bromoethoxy)ethoxy)propanamido)-3,3-dimethylbutanoyl)-4-hydroxy-N-((S)-1-(4-(4-methylthiazol-5-yl)phenyl)ethyl)pyrrolidine-2-carboxamide BrCCOCCOCCC(=O)N[C@H](C(=O)N1[C@@H](C[C@H](C1)O)C(=O)N[C@@H](C)C1=CC=C(C=C1)C1=C(N=CS1)C)C(C)(C)C